4-Chloro-N-(2,3-dihydro-1H-inden-2-yl)-6-((2-fluoro-3-methylphenyl)amino)picolinamide ClC1=CC(=NC(=C1)NC1=C(C(=CC=C1)C)F)C(=O)NC1CC2=CC=CC=C2C1